4-amino-5-fluoro-3-(6-(4-methylpiperazin-1-yl)-1H-benzo[d]imidazol-2-yl)-4a,8a-dihydroquinolin-2(1H)-one NC1=C(C(NC2C=CC=C(C12)F)=O)C1=NC2=C(N1)C=C(C=C2)N2CCN(CC2)C